C(=C)SC=1SC2=C(N1)C=C(C=C2)C 2-vinylthio-5-methylbenzothiazole